NC=1C(N(N(C1N)CC)CC)=O 4,5-diamino-1,2-diethyl-1,2-dihydropyrazol-3-one